BrC1=CC=2C(N=C1)=NN(C2)C=2C=C(C=CC2F)N2C(OC=C2C)C N-(3-{5-bromo-2H-pyrazolo[3,4-b]pyridin-2-yl}-4-fluorophenyl)-2,4-dimethyl-1,3-oxazole